3-[(4S)-4-[2-[5-[(6,7-difluoro-4-methylsulfonyl-1H-indol-5-yl)oxy]-2-fluoro-phenyl]-1H-imidazol-4-yl]-4-methyl-isochroman-8-yl]propanoic acid FC1=C(C(=C2C=CNC2=C1F)S(=O)(=O)C)OC=1C=CC(=C(C1)C=1NC=C(N1)[C@]1(COCC2=C(C=CC=C12)CCC(=O)O)C)F